FC=1C=CC=C(C1)C(=O)N(C(C)C)C(C)C 5-fluoro-N,N-Diisopropylbenzeneformamide